BrC1=CC=C(C=C1)C12CCC(CC1)(CC2)C(CCCCCC)=O 1-(4-(4-bromophenyl)bicyclo[2.2.2]octan-1-yl)heptan-1-one